FC(CC1CNC(O1)=O)(C)F 5-(2,2-difluoropropyl)Oxazolidin-2-one